C(C1=CC=CC=C1)OC1=CC=CC(=N1)N1C(CCCC1=O)=O (6-(benzyloxy)pyridin-2-yl)piperidine-2,6-dione